benzal diacetate C(C)(=O)OC(C1=CC=CC=C1)OC(C)=O